2-(4-Methyl-3-((5-((5-methyl-1H-indazol-4-yl)carbamoyl)thiazol-2-yl)amino)-1H-pyrazol-1-yl)acetic acid CC=1C(=NN(C1)CC(=O)O)NC=1SC(=CN1)C(NC1=C2C=NNC2=CC=C1C)=O